Rac-(1r,3s)-3-butylcyclobutan-1-ol C(CCC)C1CC(C1)O